1-(5-isopropyl-4-(trifluoromethyl)pyridin-2-yl)thiourea C(C)(C)C=1C(=CC(=NC1)NC(=S)N)C(F)(F)F